(6s,8S)-2-chloro-N-(5-(difluoromethyl)-6-(2H-1,2,3-triazol-2-yl)pyridin-3-yl)-8-methyl-8-(trifluoromethyl)-7,8-dihydro-6H-cyclopenta[e]pyrazolo[1,5-a]pyrimidine-6-carboxamide ClC1=NN2C(N=CC3=C2[C@](C[C@@H]3C(=O)NC=3C=NC(=C(C3)C(F)F)N3N=CC=N3)(C(F)(F)F)C)=C1